tert-butyl 4-(4-(3-(2-ethoxy-2-oxoethyl)phenoxy)butyl)piperazine-1-carboxylate C(C)OC(CC=1C=C(OCCCCN2CCN(CC2)C(=O)OC(C)(C)C)C=CC1)=O